N1N=CC(=C1)C1=CC=C(C=C1)NC1=NC(=NC=C1OC)C1=CC=C2C=C(N(C2=C1)C)C(=O)N1CC(C1)(F)F (6-(4-((4-(1H-pyrazol-4-yl)phenyl)amino)-5-methoxypyrimidin-2-yl)-1-methyl-1H-indol-2-yl)(3,3-difluoroazetidin-1-yl)methanone